FC(CCOCOCCC(F)(F)F)(F)F bis(3,3,3-trifluoropropoxy)methane